OC12CCC(CC1)(C2)N2C1=NC(=NC=C1N(C2=O)C)S(=O)(=O)C 9-(4-hydroxybicyclo[2.2.1]heptan-1-yl)-7-methyl-2-(methylsulfonyl)-7,9-dihydro-8H-purin-8-one